tert-butyl 2-(1-(4-ethylthiophen-2-yl)cyclopropyl)-4-oxo-3,5,7,8-tetrahydropyrido[4,3-d]pyrimidine-6(4H)-carboxylate C(C)C=1C=C(SC1)C1(CC1)C=1NC(C2=C(N1)CCN(C2)C(=O)OC(C)(C)C)=O